2-methyl-4-phenylpentanol CC(CO)CC(C)C1=CC=CC=C1